2-(aminomethyl)phenalen-1-one NCC=1C(C=2C=CC=C3C=CC=C(C1)C23)=O